[Zr].[Nd].[Y].[Mg] magnesium-yttrium-neodymium-zirconium